C(C#C)NCCCC1=CC2=C(C=C1)OCO2 N-propargyl-3,4-methylenedioxybenzenepropylamine